(1R,5S) or (1S,5R)-3-(8-cyanoquinolin-5-yl)-5-(trifluoromethyl)-3-azabicyclo[3.1.0]hexane-1-carboxylic acid C(#N)C=1C=CC(=C2C=CC=NC12)N1C[C@]2(C[C@]2(C1)C(F)(F)F)C(=O)O |o1:14,16|